(5-(pyridin-4-ylmethyl)-1H-imidazol-2-yl)ethan N1=CC=C(C=C1)CC1=CN=C(N1)CC